C(C)OC(=O)C=1C(=NC(=NC1SC)NCCOC)C=1OC=CC1 4-(2-furyl)-2-(2-methoxyethylamino)-6-methylsulfanyl-pyrimidine-5-carboxylic acid ethyl ester